FC(CN(C=1C=C(C=C(C1)F)C#CC(C)(O)C)C1=NC=2N(C3=C1N=CC=C3)C=NN2)F 4-(3-((2,2-difluoroethyl)(pyrido[2,3-e][1,2,4]triazolo[4,3-a]pyrimidin-5-yl)amino)-5-fluorophenyl)-2-methylbut-3-yn-2-ol